1-((3S,5R)-1-acryloyl-5-(methoxymethyl)pyrrolidin-3-yl)-3-((1-ethyl-6-fluoro-1H-benzo[d]imidazol-5-yl)ethynyl)-5-(methylamino)-1H-pyrazole-4-carboxamide C(C=C)(=O)N1C[C@H](C[C@@H]1COC)N1N=C(C(=C1NC)C(=O)N)C#CC1=CC2=C(N(C=N2)CC)C=C1F